(3R,5R)-5-[[5-(4-Chloro-2-hydroxy-6-methyl-phenyl)oxazolo[4,5-b]pyridin-2-yl]amino]-1-ethyl-piperidin-3-ol ClC1=CC(=C(C(=C1)C)C1=CC=C2C(=N1)N=C(O2)N[C@@H]2C[C@H](CN(C2)CC)O)O